(1R,3R,4R)-2-((3-chlorophenyl)-D-leucyl)-N-((R)-1-cyano-2-((S)-2-oxopyrrolidin-3-yl)ethyl)-5,5-difluoro-2-azabicyclo[2.2.2]octane-3-carboxamide ClC=1C=C(C=CC1)N[C@H](CC(C)C)C(=O)N1[C@H]2CC([C@@H]([C@@H]1C(=O)N[C@H](C[C@H]1C(NCC1)=O)C#N)CC2)(F)F